FC(OC=1C=C(C=NC1)NC=1C2=C(N=CN1)C=CC(=N2)N2[C@@H]1CN([C@H](C2)C1)C(C=C)=O)F 1-((1S,4S)-5-(4-((5-(difluoromethoxy)pyridin-3-yl)amino)pyrido[3,2-d]pyrimidin-6-yl)-2,5-diazabicyclo[2.2.1]heptan-2-yl)prop-2-en-1-one